BrC1=C(C=CC(=C1)Cl)CCN1C(C(NCC1=O)C(=O)[O-])C1=CC2=CC=CC=C2C=C1 4-[2-(2-bromo-4-chlorophenyl)ethyl]-3-(2-naphthyl)-5-oxo-2-piperazinecarboxylate